5-(1-cyanocyclopropyl)-3-ethylsulfonyl-pyridine-2-carboxylic acid C(#N)C1(CC1)C=1C=C(C(=NC1)C(=O)O)S(=O)(=O)CC